NCCNC(C)O N-(β-aminoethyl)aminoethanol